ClC1=C(C=CC=C1)C1=C(C=CC(=C1)N1CCCC1)S(=O)(=O)N1CCC(CC1)(C(=O)N[C@H](C)\C=C/S(=O)(=O)C)F (R,Z)-1-((2'-chloro-5-(pyrrolidin-1-yl)-[1,1'-biphenyl]-2-yl)sulfonyl)-4-fluoro-N-(4-(methylsulfonyl)but-3-en-2-yl)piperidine-4-carboxamide